2,2,2-Trifluoroethyl p-toluenesulfonate CC1=CC=C(C=C1)S(=O)(=O)OCC(F)(F)F